5-nonyl-2-[3-(triethoxysilyl)propyl]-2H-tetrazole C(CCCCCCCC)C=1N=NN(N1)CCC[Si](OCC)(OCC)OCC